propane-1,3-diyl bis(2,2-dimethylpropanoate) CC(C(=O)OCCCOC(C(C)(C)C)=O)(C)C